(±)-trans-4-Ethyltetrahydrofuran-3-ol C(C)[C@H]1[C@@H](COC1)O |r|